ClC1=NC(=C(C(=N1)Cl)CCl)OC 2,4-dichloro-5-(chloromethyl)-6-methoxypyrimidine